ClC1=CC=C(C=C1)C1=NN=C(C2=CC=CC=C12)NC1CN(CC1)CC(F)F 4-(4-chlorophenyl)-N-(1-(2,2-difluoroethyl)pyrrolidin-3-yl)phthalazin-1-amine